3-[2-(3-Phenoxybenzoyl)-1,2,3,4-tetrahydroisoquinolin-5-yl]-3-(7-methoxy-1-methyl-1H-benzo[d][1,2,3]triazol-5-yl)propionic acid ethyl ester C(C)OC(CC(C1=CC2=C(N(N=N2)C)C(=C1)OC)C1=C2CCN(CC2=CC=C1)C(C1=CC(=CC=C1)OC1=CC=CC=C1)=O)=O